N-methyl-4-fluoroaniline CNC1=CC=C(C=C1)F